1-{3-methoxy-4-{[3-methyl-4-(2,2,2-trifluoroethoxy)pyridin-2-yl]methoxy}benzyl}-1-(4-methylpiperidin-4-yl)-3-(3-chloro-4-fluorophenyl)urea COC=1C=C(CN(C(=O)NC2=CC(=C(C=C2)F)Cl)C2(CCNCC2)C)C=CC1OCC1=NC=CC(=C1C)OCC(F)(F)F